C(C)(C)(C)OC(N(C1=C(C(=C(C(=C1F)F)C1=CC(=CC=C1)OC(F)(F)F)F)F)C(=O)C=1C(=NN2C1C=CC=C2)O)=O Tert-butyl-(2-hydroxypyrazolo[1,5-a]pyridine-3-carbonyl)(2,3,5,6-tetrafluoro-3'-(trifluoromethoxy)-[1,1'-biphenyl]-4-yl)carbamate